C1(CC1)C1=NC=CC=2NC(N(CC21)CC(=O)N[C@@H](C)C2=C(C=C(C=C2)F)F)=O 2-[5-cyclopropyl-2-oxo-1H,4H-pyrido[4,3-d]pyrimidin-3-yl]-N-[(1S)-1-(2,4-difluorophenyl)ethyl]acetamide